11-[4-(5-methylpyridine-3-carbonyl)piperazin-1-yl]-5,11-dihydrobenzo[c][1]benzazepin-6-one CC=1C=C(C=NC1)C(=O)N1CCN(CC1)C1C2=C(C(NC3=C1C=CC=C3)=O)C=CC=C2